tert-butyl (1-(7-iodothieno[3,2-d]pyrimidin-4-yl)piperidin-4-yl)carbamate IC1=CSC2=C1N=CN=C2N2CCC(CC2)NC(OC(C)(C)C)=O